2-chloro-3-fluoro-1-methoxy-4-nitro-benzene ClC1=C(C=CC(=C1F)[N+](=O)[O-])OC